monocalcium monobenzyl phthalate C(C=1C(C(=O)[O-])=CC=CC1)(=O)OCC1=CC=CC=C1.[Ca+]